N-(4-(cyclohex-1-en-1-yl)benzo[d]isoxazol-3-yl)-5-ethyl-2-methoxybenzenesulfonamide C1(=CCCCC1)C1=CC=CC2=C1C(=NO2)NS(=O)(=O)C2=C(C=CC(=C2)CC)OC